FC(C(=O)O)(F)F.C(C1=CC=CC=C1)ONC1CNC1 N-(benzyloxy)azetidine-3-amine trifluoroacetate